1-methyl-3-propanesulfonic acid imidazole salt N1C=NC=C1.CCCCS(=O)(=O)O